(2S,3R)-3-(3,3-difluorobutyl)-2-fluoro-5-(4-fluorophenyl)-8-hydroxy-7-(trifluoromethyl)-2,3,4,5-tetrahydrobenzo[b][1,4]thiazepine 1,1-dioxide FC(CC[C@@H]1CN(C2=C(S([C@@H]1F)(=O)=O)C=C(C(=C2)C(F)(F)F)O)C2=CC=C(C=C2)F)(C)F